N1CC(C1)CN1C(C(=CC=C1)C(=O)N[C@H](C(=O)N[C@@H](CC(=O)OCC)C=1C=C(C=C(C1F)F)C1=C(C=C(C=C1C)C)C)CC(C)C)=O ethyl (3S)-3-[(2S)-2-({1-[(azetidin-3-yl)methyl]-2-oxo-1,2-dihydropyridin-3-yl}formamido)-4-methylpentanamido]-3-{4,5-difluoro-2',4',6'-trimethyl-[1,1'-biphenyl]-3-yl}propanoate